C1(CCCCC1)C(C(CC1=CC=CC=C1)C)C 3-cyclohexyl-2-methyl-1-phenyl-butane